FC1=C(C=CC(=C1)F)C=1OC2=C(C=C(C=C2C(C1)=O)C)[C@@H](C)NC1=C(C(=O)O)C=CC=C1 2-[[(1R)-1-[2-(2,4-Difluorophenyl)-6-methyl-4-oxo-chromen-8-yl]ethyl]amino]benzoic acid